FC1=CC(=C(OC=2N=NC(=C(C2C(=O)NC2=CC(=CC=C2)S(=O)(=N)C)C)C(F)(F)F)C=C1)C 3-(4-fluoro-2-methylphenoxy)-5-methyl-N-(3-(S-methylsulfonimidoyl)phenyl)-6-(trifluoromethyl)pyridazine-4-carboxamide